CN[C@@H](CC1=C(NC2=CC=CC=C12)Br)C(=O)O N-methyl-2-bromotryptophan